2,5-dimethyl-1,6-hexanediol monomethacrylate C(C(=C)C)(=O)OCC(CCC(CO)C)C